FC1=CC=C(C(=O)N2CC(C2)(COC2=CC3=CC=C(C=C3C=C2)OC)C2=CC(NCC2)=O)C=C1 4-(1-(4-fluorobenzoyl)-3-(((6-methoxynaphthalen-2-yl)oxy)methyl)azetidin-3-yl)-5,6-dihydropyridin-2(1H)-one